(S)-4-(5-Chloro-6-(hydroxymethyl)pyridin-2-yl)-N-(3-cyclopropyl-1H-pyrazol-4-yl)-5-fluoro-2-((1,1,1-trifluoropropan-2-yl)oxy)benzamide ClC=1C=CC(=NC1CO)C1=CC(=C(C(=O)NC=2C(=NNC2)C2CC2)C=C1F)O[C@H](C(F)(F)F)C